4-[(6-chloro-1-formyl-tetralin-1-yl)methoxy]-3-nitro-benzenesulfonamide ClC=1C=C2CCCC(C2=CC1)(C=O)COC1=C(C=C(C=C1)S(=O)(=O)N)[N+](=O)[O-]